ClC1=NC=CC(=C1OCOC)CCO 2-(2-chloro-3-(methoxymethoxy)pyridin-4-yl)ethanol